C(C)C=1C(=C(C(=O)O)C=CC1)C(=O)OCC.ClC1=C(C(=O)O)C=C(C(=C1)F)[N+](=O)[O-] 2-chloro-4-fluoro-5-nitrobenzoic acid ethyl-(1-ethoxycarbonyl)benzoate